C1(=CC=CC=C1)C1=CC=CC=2C3=CC=CC(=C3NC12)C1=CC=CC=C1 1,8-diphenyl-carbazole